(3R)-3-(dibenzylamino)-1-fluoro-1-(benzenesulfonyl)heptan-2-ol C(C1=CC=CC=C1)N([C@@H](C(C(S(=O)(=O)C1=CC=CC=C1)F)O)CCCC)CC1=CC=CC=C1